2-methyl-3,5-diethoxypyridin-4-one CC1=NC=C(C(C1OCC)=O)OCC